(Z)-(3-(cyclohexylmethyl)-4-methylthiazol-2(3H)-ylidene)carbamic acid ethyl ester C(C)OC(\N=C\1/SC=C(N1CC1CCCCC1)C)=O